BrCCCCCC=1C=C(C=2[C@H]3[C@H](C(OC2C1)(C)C)CCC(=C3)C)O (6Ar,10aR)-3-(5-bromopentyl)-6,6,9-trimethyl-6a,7,8,10a-tetrahydrobenzo[c]chromen-1-ol